FC=1C=C2C(=NC1)NC=C2C2=NC(=CC(=N2)NC2C(C1CCC2CC1)C(=O)O)C1=CN(C=C1)C (+/-)-trans-3-((2-(5-fluoro-1H-pyrrolo[2,3-b]pyridin-3-yl)-6-(1-methyl-1H-pyrrol-3-yl)pyrimidin-4-yl)amino)bicyclo[2.2.2]octane-2-carboxylic acid